C(C1=CC=CC=C1)NC(C(CC1CCN(CC1)C)N(C(CCC(C)C1CCC2C3CCC4CC(CCC4(C3CC(C12C)O)C)O)=O)CC(CCCCCCCCCCCC)CCCCCCCCCC)=O N-(1-(benzylamino)-3-(1-methylpiperidin-4-yl)-1-oxopropan-2-yl)-N-(2-decyltetradecyl)-4-(3,12-dihydroxy-10,13-dimethylhexadecahydro-1H-cyclopenta[a]phenanthren-17-yl)pentanamide